CN(C1=CC=C(CP(OCC)OCC)C=C1)C diethyl (4-(dimethylamino)benzyl)phosphonite